2-chloro-5-[4-(trifluoromethyl)-1H-imidazol-2-yl]thiazol ethyl-(E)-3-[4-fluoro-3-[(4-methoxyphenyl)methoxy]phenyl]-2-propenoate C(C)/C(/C(=O)O)=C\C1=CC(=C(C=C1)F)OCC1=CC=C(C=C1)OC.ClC=1SC(=CN1)C=1NC=C(N1)C(F)(F)F